NC=1C=2N(C3=CC(=CC=C3N1)C(=O)N1[C@@H]3[C@H](O[C@H](C1)C)CC=1C=C(C=CC13)OC(F)(F)F)C(=NC2)C (4-amino-1-methylimidazo[1,5-a]quinoxalin-8-yl)((2S,4aS,9aR)-2-methyl-7-(trifluoromethoxy)-2,3,9,9a-tetrahydroindeno[2,1-b][1,4]oxazin-4(4aH)-yl)methanone